7-bromo-5-methylsulfonyl-4-oxo-1-[4-(trifluoromethoxy)phenyl]cinnoline-3-carboxylic acid BrC1=CC(=C2C(C(=NN(C2=C1)C1=CC=C(C=C1)OC(F)(F)F)C(=O)O)=O)S(=O)(=O)C